C(C)(=O)N1CCC(CC1)NC1=NC(=CC(=C1)C(=O)NC[C@H]([C@H]1NCC2=CC(=CC=C2C1)OCC1=C(N=CO1)C)O)N1CCN(CC1)C (1-acetyl-4-piperidyl)amino-N-{(2R)-2-hydroxy-2-{(3S)-7-{(4-methyloxazol-5-yl)methoxy}-1,2,3,4-tetrahydroisoquinolin-3-yl}ethyl}-6-(4-methylpiperazin-1-yl)pyridine-4-carboxamide